C(CCCCCCC)SC1=NC(=NC(=N1)SCCCCCCCC)NC1=CC(=C(C(=C1)C(C)(C)C)O)C(C)(C)C 4-[[4,6-bis(octylsulfanyl)-1,3,5-triazin-2-yl]amino]-2,6-bis(1,1-dimethylethyl)phenol